1-ethoxycarbonylethyl 1,3-propanedisulfonate C(CCS(=O)(=O)[O-])S(=O)(=O)OC(C)C(=O)OCC